N1C(=NC2=C1C=CC=C2)C2=CC(=NN2C)NC(=O)C=2C=CC(=NC2)N2CC(N(CC2)C(=O)OCC2=CC=CC=C2)CO benzyl 4-[5-[[5-(1H-benzimidazol-2-yl)-1-methyl-pyrazol-3-yl]carbamoyl]-2-pyridyl]-2-(hydroxymethyl)piperazine-1-carboxylate